C(C)(=O)[C@H]1N(CC[C@H](C1)C1=C(C(=CC=C1OC)Cl)Cl)C(CNC(OC(C)(C)C)=O)=O tert-butyl N-[2-[(2S,4R)-2-acetyl-4-(2,3-dichloro-6-methoxyphenyl)piperidin-1-yl]-2-oxoethyl]carbamate